C(CCC)OC(=O)C1=CC(=C(C(=C1)O)S(=O)(=O)[O-])O.C1(=CC=CC=C1)[S+](C1=CC=CC=C1)C1=CC=CC=C1 triphenylsulfonium 4-(butoxycarbonyl)-2,6-dihydroxybenzenesulfonate